FC1=C(C=CC=C1)NS(=O)(=O)C=1C(=NC=CC1)OC N-(2-fluorophenyl)-2-methoxypyridine-3-sulfonamide